3,7-dimethyl-1-(6,6,6-trifluoro-5-methyl-5-(trimethylsiloxy)hexyl)-1H-purine-2,6(3H,7H)-dione CN1C(N(C(C=2N(C=NC12)C)=O)CCCCC(C(F)(F)F)(O[Si](C)(C)C)C)=O